FC1([C@@H](C[C@]2(CO2)CC1)CN1C=NC2=C1C=C(C=C2)C#N)F (((3S,5S)-6,6-difluoro-1-oxaspiro[2.5]octan-5-yl)methyl)-1H-benzo[d]imidazole-6-carbonitrile